ClC=1C=C(C=C(C1OC1=CNC(C(=C1)C(C)C)=O)Cl)N1C(N(N=CC1=O)C)=O (3,5-dichloro-4-((5-isopropyl-6-oxo-1,6-dihydropyridin-3-yl)oxy)phenyl)-2-methyl-1,2,4-triazine-3,5(2H,4H)-dione